copper (I) dimethyl sulfide CSC.[Cu+]